COC1=C(C(=O)P(C2=C(C=C(C=C2C)C)C)C(C2=C(C=CC=C2OC)OC)=O)C(=CC=C1)OC bis(2,6-dimethoxy-benzoyl)-2,4,6-trimethylphenyl-phosphine